COC1=C(C=CC=C1)C1=CC(=NC=C1C(=O)NC=1SC2=C(N1)CN(C2)C(=O)[C@H]2C(N(CC2)C)=O)C |r| (Racemic)-4-(2-methoxyphenyl)-6-methyl-N-(5-(1-methyl-2-oxopyrrolidine-3-carbonyl)-5,6-dihydro-4H-pyrrolo[3,4-d]thiazol-2-yl)nicotinamide